Cl.CC1=CC(=NO1)NC(=O)C1=CSC(=C1)[C@H]1[C@@H](C1)NCC1CCOCC1 N-(5-methyl-1,2-oxazol-3-yl)-5-((1R,2R)-2-((tetrahydro-2H-pyran-4-ylmethyl)amino)cyclopropyl)thiophene-3-carboxamide Hydrochloride